N-[[4-[[(2-pyridylmethyl)amino]methyl]phenyl]methyl]-N-(5,6,7,8-tetrahydro-8-quinolinyl)-pyrazinamide N1=C(C=CC=C1)CNCC1=CC=C(C=C1)CN(C(=O)C1=NC=CN=C1)C1CCCC=2C=CC=NC12